bis((R)-2,5,7,8-Tetramethyl-2-((4R,8R)-4,8,12-trimethyltridecyl)chroman-6-yl) 2-((3-(azetidin-1-yl)propanoyl)oxy)malonate N1(CCC1)CCC(=O)OC(C(=O)OC=1C(=C2CC[C@](OC2=C(C1C)C)(CCC[C@@H](CCC[C@@H](CCCC(C)C)C)C)C)C)C(=O)OC=1C(=C2CC[C@](OC2=C(C1C)C)(CCC[C@@H](CCC[C@@H](CCCC(C)C)C)C)C)C